ClC1=C(C=CC=C1)CC(=O)NC1=CC(=C(C=C1)N1N=CC(=C1)NCC(F)(F)F)S(NCC1=C(C=C(C=C1)OC)OC)(=O)=O (2-chlorophenyl)-N-(3-[(2,4-dimethoxybenzyl)sulfamoyl]-4-{4-[(2,2,2-trifluoroethyl)amino]-1H-pyrazol-1-yl}phenyl)acetamide